C1(=CC=CC=C1)C(C)([Si](OCC)(OCC)OCC)N1CCOCC1 4-(1-phenyl-1-(triethoxysilyl)-ethyl)tetrahydro-1,4-oxazine